methyl 7-chloro-2-(4-(3-(difluoromethoxy)azetidin-1-yl)cyclohexyl)-2,4-dimethylbenzo[d][1,3]dioxole-5-carboxylate ClC1=CC(=C(C2=C1OC(O2)(C)C2CCC(CC2)N2CC(C2)OC(F)F)C)C(=O)OC